5-fluoro-4-methoxy-6-methylpyrimidin-2-amine FC=1C(=NC(=NC1C)N)OC